COC(=O)[C@H]1N(CC(C1)=COC)C(=O)OC(C)(C)C (S)-4-(methoxymethylene)pyrrolidine-1,2-dicarboxylic acid 1-(tert-butyl) 2-methyl ester